[1-[3-(2,6-dioxo-3-piperidyl)phenyl]-4-piperidyl]-N-methyl-carbamic acid tert-butyl ester C(C)(C)(C)OC(N(C)C1CCN(CC1)C1=CC(=CC=C1)C1C(NC(CC1)=O)=O)=O